(R)-11-chloro-1-methoxy-5,6,6a,7-tetrahydro-4H-dibenzo[de,g]quinolin-2-ol hydrochloride Cl.ClC1=CC=CC2=C1C1=C3C(CCN[C@@H]3C2)=CC(=C1OC)O